tert-butyl (S)-4-(6-hydroxy-2-methylhexan-2-yl)-2,2-dimethyloxazolidine-3-carboxylate OCCCCC(C)(C)[C@@H]1N(C(OC1)(C)C)C(=O)OC(C)(C)C